6-((1,3-difluoropropan-2-yl)oxy)quinoline-4-carboxamide FCC(CF)OC=1C=C2C(=CC=NC2=CC1)C(=O)N